ClC=1C(=C(C=CC1)NC1=NC=NC2=CC(=C(C=C12)[N+](=O)[O-])C#CC1(CN(CC1)CCF)C)F N-(3-chloro-2-fluorophenyl)-7-((1-(2-fluoroethyl)-3-methylpyrrolidin-3-yl)ethynyl)-6-nitroquinazolin-4-amine